ClC1=C(C=C(C(=C1)OC(C(C(F)(F)F)F)(F)F)Cl)NC(=O)NC(C1=C(C=CC=C1F)F)=O N-((2,5-dichloro-4-(1,1,2,3,3,3-hexafluoropropoxy)phenyl)carbamoyl)-2,6-difluorobenzamide